(3R)-3-aminobutanoic acid N[C@@H](CC(=O)O)C